5-bromo-3-isopropyl-2-(tetrahydro-2H-pyran-2-yl)-2H-indazole BrC1=CC2=C(N(N=C2C=C1)C1OCCCC1)C(C)C